ClC=1C=CC=C2C(CC(OC12)C1=C(OC[C@H](C(=O)OC)NS(N)(=O)=O)C=C(C=C1)C(F)(F)F)=O methyl (2R)-3-[2-(8-chloro-4-oxo-chroman-2-yl)-5-(trifluoromethyl)phenoxy]-2-(sulfamoylamino)propanoate